2-(2,6-dioxopiperidin-3-yl)-5-(1-((6-ethoxypyridin-3-yl)methyl)-4-hydroxypiperidin-4-yl)isoindoline-1,3-dione O=C1NC(CCC1N1C(C2=CC=C(C=C2C1=O)C1(CCN(CC1)CC=1C=NC(=CC1)OCC)O)=O)=O